2-(7-bromo-4-(fluoromethyl)-1-oxophthalazin-2(1H)-yl)acetic acid BrC1=CC=C2C(=NN(C(C2=C1)=O)CC(=O)O)CF